tin boron [B].[Sn]